CC=1N=C(SC1C1=CC(=NC=C1)C(C(F)(F)F)(C)C)NC(=O)N1[C@@H](CCC1)C(=O)N (2S)-N1-[4-Methyl-5-[2-(2,2,2-trifluoro-1,1-dimethyl-ethyl)-4-pyridinyl]-2-thiazolyl]-1,2-pyrrolidinedicarboxamide